N-(3-chloro-1-(4-fluorophenyl)-4-sulfamoyl-1H-indazol-6-yl)-2-(2-chlorophenyl)acetamide ClC1=NN(C2=CC(=CC(=C12)S(N)(=O)=O)NC(CC1=C(C=CC=C1)Cl)=O)C1=CC=C(C=C1)F